C(C)(C)(C)OC(=O)N1CCN(CC1)C1=C2C(N(C(C2=CC=C1)=O)C1C(NC(CC1)=O)=O)=O 4-[2-(2,6-dioxopiperidin-3-yl)-1,3-dioxoisoindol-4-yl]Piperazine-1-carboxylic acid tert-butyl ester